CN1CCC(CC1)N1N=CC=2C1=NC=NC2NCC2=CC=C(C=C2)S(=O)(=O)N 4-(((1-(1-Methylpiperidin-4-yl)-1H-pyrazolo[3,4-d]pyrimidin-4-yl)amino)methyl)-benzenesulfonamide